C(C)(C)(C)OC(N[C@H](C(NC1=CC=C2C(=C1)NC(C21CCOCC1)=O)=O)C1CCCCCCC1)=O N-{(1S)-1-cyclooctyl-2-oxo-2-[(2-oxospiro[indoline-3,4'-tetrahydropyran]-6-yl)amino]ethyl}carbamic acid tert-butyl ester